1-(6-fluoro-4-(4-fluorophenyl)-3,4-dihydroquinoxaline-1(2H)-yl)-2-morpholinopropan-1-one FC=1C=C2N(CCN(C2=CC1)C(C(C)N1CCOCC1)=O)C1=CC=C(C=C1)F